4-(4-methylbenzyl)-2-(p-tolyl)quinoline CC1=CC=C(CC2=CC(=NC3=CC=CC=C23)C2=CC=C(C=C2)C)C=C1